N-benzyl-N-methyl-[(5-fluoropyridin-3-yl)amino]sulfonamide C(C1=CC=CC=C1)N(S(=O)(=O)NC=1C=NC=C(C1)F)C